ClC=1C=CC(=C(C1)CNC(=O)C1C2OC3=C(C21)C=C(C=C3)F)F exo-N-[(5-chloro-2-fluorophenyl)methyl]-5-fluoro-1a,6b-dihydro-1H-cyclopropa[b][1]benzofuran-1-carboxamide